NC1=NC=CC=C1C1=NC=2C(=NC(=CC2)C2=CC=CC=C2)N1C1=CC=C(C=C1)C1CN(C1)CC1=CC(=C(C(=O)O)C=C1)OC 4-[[3-[4-[2-(2-amino-3-pyridyl)-5-phenyl-imidazo[4,5-b]pyridin-3-yl]phenyl]azetidin-1-yl]methyl]-2-methoxy-benzoic acid